8-(1-{2-[4-(2,3-Dimethylphenyl)piperazin-1-yl]-2-oxoethyl}-1,4,5,6-tetrahydrocyclopenta[c]pyrazol-3-carbonyl)-3-oxa-1,8-diazaspiro[4.5]decan-2-on CC1=C(C=CC=C1C)N1CCN(CC1)C(CN1N=C(C2=C1CCC2)C(=O)N2CCC1(COC(N1)=O)CC2)=O